4-{[(cyclobutylmethyl)amino]methyl}-N-{5-[(1r,3s)-3-methyl-1-(4-methyl-1,2,4-triazol-3-yl)cyclobutyl]pyridin-3-yl}thieno[2,3-b]pyridine-6-carboxamide C1(CCC1)CNCC1=C2C(=NC(=C1)C(=O)NC=1C=NC=C(C1)C1(CC(C1)C)C1=NN=CN1C)SC=C2